tert-butyl (2S,5S)-5-((R)-(1-(((tert-butyldimethylsilyl)oxy)methyl)cyclopropyl)(((R)-tert-butylsulfinyl)amino)methyl)-5-(hydroxymethyl)-2-methylpiperidine-1-carboxylate [Si](C)(C)(C(C)(C)C)OCC1(CC1)[C@H]([C@@]1(CC[C@@H](N(C1)C(=O)OC(C)(C)C)C)CO)N[S@](=O)C(C)(C)C